((3R)-4-amino-3-methyl-1,3-dihydrofuro[3,4-c][1,7]naphthyridin-8-yl)((3S)-3-(4-(pentafluoroethyl)phenyl)-4-morpholinyl)methanone NC1=NC=2C=NC(=CC2C2=C1[C@H](OC2)C)C(=O)N2[C@H](COCC2)C2=CC=C(C=C2)C(C(F)(F)F)(F)F